N-(5-cyano-3-cyclobutylpyrazolo[1,5-a]pyridin-2-yl)-3-hydroxy-3-phenylbutanamide C(#N)C1=CC=2N(C=C1)N=C(C2C2CCC2)NC(CC(C)(C2=CC=CC=C2)O)=O